NC=1C=2N(C=C(N1)C)C(=NC2C2=C(C=C(C=C2)NC([C@@H](O)C2=CC(=CC=C2)F)=O)C)C (S)-N-(4-(8-amino-3,6-dimethylimidazo[1,5-a]pyrazin-1-yl)-3-methylphenyl)-2-(3-fluorophenyl)-2-hydroxyacetamide